C(C)(=O)OC=1C=C(C=CC1OC)C=1C(OC2=CC(=CC=C2C1)OC(C)=O)=O 3-(3-acetoxy-4-methoxyphenyl)-7-acetoxycoumarin